N12CCN(C(CC1)CC2)C(=O)N2N=C(C1=C2COCC1)C=1C=NC(=CC1C)F (S,R)-1,4-diazabicyclo[3.2.2]nonan-4-yl-[3-(6-fluoro-4-methyl-3-pyridyl)-5,7-dihydro-4H-pyrano[3,4-c]pyrazol-1-yl]methanone